CN1N=CC(=C1)NC1=NC(=NC=C1C=O)SC 4-((1-methyl-1H-pyrazol-4-yl)amino)-2-(methylthio)pyrimidine-5-carbaldehyde